(S)-4-(3-amino-1-methyl-1H-1,2,4-triazol-5-yl)-3-((S)-sec-butyl)-1,3,4,5-tetrahydro-2H-benzo[e][1,4]diazepin-2-one NC1=NN(C(=N1)N1[C@H](C(NC2=C(C1)C=CC=C2)=O)[C@@H](C)CC)C